5-bromo-3-fluoro-1-benzothiophene-2-carboxylic acid BrC=1C=CC2=C(C(=C(S2)C(=O)O)F)C1